NC1=NC=2C(=CC=CC2C=2N1C=C(N2)C(=O)N2C[C@@H]1N(CC2)CCCC1)OC (R)-(5-amino-7-methoxyimidazo[1,2-c]quinazolin-2-yl)(octahydro-2H-pyrido[1,2-a]pyrazin-2-yl)methanone